[C@@H]12NC[C@@H](C=C1)C2 (1S,4R)-2-azabicyclo[2.2.1]hept-5-ene